2,3-dihydro-1-benzofuran-5-ol O1CCC2=C1C=CC(=C2)O